methyl 2-((2-(3-((tert-butoxycarbonyl) amino) propyl)-3,4-difluorophenyl) amino)-4-chloro-5-fluoro-benzoate C(C)(C)(C)OC(=O)NCCCC1=C(C=CC(=C1F)F)NC1=C(C(=O)OC)C=C(C(=C1)Cl)F